2-dicyclohexylphosphino-2,6-bis(dimethyl-amino)-1,1-biphenyl ethyl-(R)-3-{4-[4-(3,7-difluoro-1H-pyrrolo[3,2-c]pyridin-4-yl)piperidine-1-carboxamido]bicyclo[2.2.2]octan-1-yl}butyrate C(C)OC(C[C@@H](C)C12CCC(CC1)(CC2)NC(=O)N2CCC(CC2)C2=NC=C(C1=C2C(=CN1)F)F)=O.C1(CCCCC1)P(C1(C(=C(C=CC1)N(C)C)C1=CC=CC=C1)N(C)C)C1CCCCC1